5-(3-Methoxyphenyl)-N-(3-(morpholinomethyl)-1,2,4-thiadiazol-5-yl)-2-(trifluoromethyl)furan-3-carboxamide COC=1C=C(C=CC1)C1=CC(=C(O1)C(F)(F)F)C(=O)NC1=NC(=NS1)CN1CCOCC1